FC1([C@H]2CC=3C(=NNC3C[C@]21C)C2=NC1=C(N2)C=CC(=C1)N(C([C@H](C)N1CCOCC1)=O)C)F (S)-N-(2-((4aS,5aR)-5,5-difluoro-5a-methyl-1,4,4a,5,5a,6-hexahydrocyclopropa[f]indazol-3-yl)-1H-benzo[d]imidazol-5-yl)-N-methyl-2-morpholinopropanamide